3-[2-fluoro-4-(piperidin-4-yl)phenyl]piperidine-2,6-dione trifluoroacetic acid salt FC(C(=O)O)(F)F.FC1=C(C=CC(=C1)C1CCNCC1)C1C(NC(CC1)=O)=O